O1CCOC12CCN(CC2)C2=C(SC=C2)CNCCC2(CCOC1(CCOC1)C2)C2=NC=CC=C2 N-((3-(1,4-dioxa-8-azaspiro[4.5]decan-8-yl)thiophen-2-yl)methyl)-2-(9-(pyridin-2-yl)-2,6-dioxaspiro[4.5]decan-9-yl)ethanamine